3,4-dimethyltetrahydrofuran CC1COCC1C